O=C1NC(CCC1N1C(C2=CC=C(C=C2C1)O[C@@H]1[C@H](CCC1)N1CCC(CC1)(C#N)C)=O)=O 1-((1S,2S)-2-((2-(2,6-dioxopiperidin-3-yl)-1-oxoisoindolin-5-yl)oxy)cyclopentyl)-4-methylpiperidine-4-carbonitrile